N[C@@H](C(=O)N[C@H]1CN(C[C@H](C1)C)C1=C2N=CC=NC2=C(C=C1)C#N)C (R)-2-amino-N-((3R,5S)-1-(8-cyanoquinoxalin-5-yl)-5-methylpiperidin-3-yl)propionamide